C[C@@H]1[C@H](N(S(O1)(=O)=O)C(=O)OC(C)(C)C)C(=O)OC 3-(tert-butyl) 4-methyl (4S,5R)-5-methyl-1,2,3-oxathiazolidine-3,4-dicarboxylate 2,2-dioxide